1-{[1-(4-Methoxyphenyl)cyclopentyl]carbonyl}-N-quinolin-8-yl-D-prolinamide COC1=CC=C(C=C1)C1(CCCC1)C(=O)N1[C@H](CCC1)C(=O)NC=1C=CC=C2C=CC=NC12